COC(=O)C1=CC=C(C=C1)C=1OC2=C(C=C(C=C2C(C1C)=O)C)[C@@H](C)NC1=C(C(=O)O)C=CC=C1 2-[[(1R)-1-[2-(4-Methoxycarbonylphenyl)-3,6-dimethyl-4-oxo-chromen-8-yl]ethyl]amino]benzoic acid